(1R,3R,4R)-5,5-difluoro-2-(4-methoxy-1H-indole-2-carbonyl)-N-((R,E)-1-(2-oxodihydrofuran-3(2H)-ylidene)-3-((S)-2-oxopyrrolidin-3-yl)propan-2-yl)-2-azabicyclo[2.2.2]octane-3-carboxamide FC1([C@H]2[C@@H](N([C@@H](C1)CC2)C(=O)C=2NC1=CC=CC(=C1C2)OC)C(=O)N[C@@H](/C=C\2/C(OCC2)=O)C[C@H]2C(NCC2)=O)F